6-mercapto-1,3,5-triazine-2,4-diol SC1=NC(=NC(=N1)O)O